[C@@H]12N(C[C@@H](NC1)C2)C(=O)OC(C)(C)C tertbutyl (1S,4S)-(-)-2,5-diazabicyclo[2.2.1]heptane-2-carboxylate